6,7-dimethoxy-2-(4-methoxyphenyl)quinolin-4(1H)-one COC=1C=C2C(C=C(NC2=CC1OC)C1=CC=C(C=C1)OC)=O